2-methoxyphenyl sulfone COC1=C(C=CC=C1)S(=O)(=O)C1=C(C=CC=C1)OC